CN(C1=C(C=CC=C1)C1=CC(=NC2=C(N=CC=C12)C1=CC=NN1)N1[C@@H](COCC1)C)C N,N-dimethyl-2-{2-[(3R)-3-methylmorpholin-4-yl]-8-(1H-pyrazol-5-yl)-1,7-naphthyridin-4-yl}aniline